chromium dinicotinate glutamate N[C@@H](CCC(=O)[O-])C(=O)[O-].C(C1=CN=CC=C1)(=O)[O-].C(C1=CN=CC=C1)(=O)[O-].[Cr+4]